zinc 3,5-di(α-methylbenzyl)salicylate CC(C1=CC=CC=C1)C1=C(C(C(=O)[O-])=CC(=C1)C(C1=CC=CC=C1)C)O.[Zn+2].CC(C1=CC=CC=C1)C1=C(C(C(=O)[O-])=CC(=C1)C(C1=CC=CC=C1)C)O